(R,E)-3-(4-chlorophenyl)-4-phenyl-N-((R)-2-sulfamoylpropyl)-N'-((4-(trifluoromethyl)phenyl)sulfonyl)-4,5-dihydro-1H-pyrazole-1-carboximidamide ClC1=CC=C(C=C1)C1=NN(C[C@H]1C1=CC=CC=C1)/C(/NC[C@@H](C)S(N)(=O)=O)=N/S(=O)(=O)C1=CC=C(C=C1)C(F)(F)F